COC1=C2CN(C(C2=CC=C1B1OC(C(O1)(C)C)(C)C)=O)C1C(NC(CC1)=O)=O 3-(4-methoxy-1-oxo-5-(4,4,5,5-tetramethyl-1,3,2-dioxaborolan-2-yl)isoindolin-2-yl)piperidine-2,6-dione